(Z)-3-((1H-pyrrol-2-yl)methylene)-7-chloro-5-(8-methyl-2,3-dihydro-1H-pyrido[2,3-b][1,4]oxazin-7-yl)indolin-2-one N1C(=CC=C1)\C=C\1/C(NC2=C(C=C(C=C12)C1=C(C2=C(OCCN2)N=C1)C)Cl)=O